methyl 1-(3-(difluoromethoxy)phenyl)-3-(4-fluorophenyl)-2-oxo-2,3-dihydro-1H-benzo[d]imidazole-5-carboxylate FC(OC=1C=C(C=CC1)N1C(N(C2=C1C=CC(=C2)C(=O)OC)C2=CC=C(C=C2)F)=O)F